6-(4-isopropyl-4H-1,2,4-triazol-3-yl)-N-(4-(4,5,6,7-tetrahydro-1H-benzo[d]imidazol-1-yl)pyridin-2-yl)picolinamide C(C)(C)N1C(=NN=C1)C1=CC=CC(=N1)C(=O)NC1=NC=CC(=C1)N1C=NC2=C1CCCC2